CN[C@H](CC(C)C)C(=O)O D-N-methylleucine